((2S)-1-(((2S)-1-cyano-1-hydroxy-3-((S)-2-oxopyrrolidin-3-yl)propan-2-yl)amino)-4-methyl-1-oxopentan-2-yl)carbamic acid 2-(3-chlorophenyl)-2,2-difluoro-1-phenylethyl ester ClC=1C=C(C=CC1)C(C(C1=CC=CC=C1)OC(N[C@H](C(=O)N[C@H](C(O)C#N)C[C@H]1C(NCC1)=O)CC(C)C)=O)(F)F